3-cyclobutoxy-4-((pyrrolidin-1-ylsulfonyl)carbamoyl)-5-(trifluoromethyl)benzoic acid C1(CCC1)OC=1C=C(C(=O)O)C=C(C1C(NS(=O)(=O)N1CCCC1)=O)C(F)(F)F